C(C1=CC=CC=C1)OC(=O)N[C@H]1C[C@H](NC1=O)C(=O)OC methyl (2S,4S)-4-(((benzyloxy)-carbonyl) amino)-5-oxopyrrolidine-2-carboxylate